FC1(OC2=C(O1)C=CC(=C2)/C=C/C(=O)N2CCN(CC2)C(=O)C2=NC(=CC(=N2)C(C)(C)O)OC)F (E)-3-(2,2-difluorobenzo[d][1,3]dioxol-5-yl)-1-(4-(4-(2-hydroxypropan-2-yl)-6-methoxypyrimidine-2-carbonyl)piperazin-1-yl)prop-2-en-1-one